NC(C(=O)O)CC1=CC=C(C=C1)C#N 2-amino-3-(4-cyanophenyl)propionic acid